Perfluorofluoroethylene FC(=C(F)F)F